[(3S)-3-(4H-1,2,4-Triazol-3-yl)pyrrolidin-1-yl]-[6-[4-(trifluoromethylsulfonyl)phenyl]-2-azaspiro[3.3]heptan-2-yl]methanone N=1N=C(NC1)[C@@H]1CN(CC1)C(=O)N1CC2(C1)CC(C2)C2=CC=C(C=C2)S(=O)(=O)C(F)(F)F